lithium-calcium-silver [Ag].[Ca].[Li]